1,2,4,5-tetrakis(mercaptomethylthio)benzene SCSC1=C(C=C(C(=C1)SCS)SCS)SCS